C(C)(C)(C)OC(=O)N1C[C@@H]2C([C@@H]2C1)CN1C(C=CC=C1)=O (1r,5s,6s)-6-((2-oxopyridin-1(2H)-yl)methyl)-3-azabicyclo[3.1.0]hexane-3-carboxylic acid tert-butyl ester